OC(CCCCCCCCCCCCCC(=O)[O-])CCC 15-hydroxystearat